ClC=1C=CC(=C(C1)N=CC1=CC=CC=C1)O N-(5-chloro-2-hydroxyphenyl)benzylideneamine